isobutyltris(butoxy)tin C(C(C)C)[Sn](OCCCC)(OCCCC)OCCCC